(2S,3R)-1-{4-[1-(3-azetidinyl)-4-pyrazolyl]-6-(difluoromethyl)-5-methyl-2-pyrimidinyl}-2-methyl-3-azetidinol N1CC(C1)N1N=CC(=C1)C1=NC(=NC(=C1C)C(F)F)N1[C@H]([C@@H](C1)O)C